2-chloro-N-(2'-(4,4-difluorocyclohexyl)-3-fluoro-[2,4'-bipyridin]-3'-yl)pyrimidine-5-carboxamide ClC1=NC=C(C=N1)C(=O)NC=1C(=NC=CC1C1=NC=CC=C1F)C1CCC(CC1)(F)F